trans-vinyl dithiocarbamate C(N)(SC=C)=S